C(C)(C)(C)OC(=O)N1CCC(CC1)N1N=CC(=C1)C1=NN2C(=NC=3C=CC=CC3C2=N1)N[C@H]1C(NCCCC1)=O 4-[4-(5-{[(3R)-2-oxoazepan-3-yl]amino}[1,2,4]triazolo[1,5-c]quinazolin-2-yl)-1H-pyrazol-1-yl]piperidine-1-carboxylic acid tert-butyl ester